1-(2-(cyclopropanesulfonamido)pyrimidin-4-yl)-N-(5-(6-ethoxypyrazin-2-yl)pyridin-2-yl)-4-hydroxycyclohexanecarboxamide C1(CC1)S(=O)(=O)NC1=NC=CC(=N1)C1(CCC(CC1)O)C(=O)NC1=NC=C(C=C1)C1=NC(=CN=C1)OCC